N(=[N+]=[N-])CCOCCOCCNC(CCSCCC)=O (11R,15S)-1-azido-10-oxo-3,6-dioxa-13-thia-9-azahexadecane